2-{[(2-methoxy-7-{4-[(1-methyl-1H-pyrazol-4-yl)amino]pyridin-2-yl}naphthalen-1-yl)amino]methyl}prop-2-enenitrile COC1=C(C2=CC(=CC=C2C=C1)C1=NC=CC(=C1)NC=1C=NN(C1)C)NCC(C#N)=C